tert-butyl (2R,5S)-4-(2-(cyanomethyl)-4-methyl-5-oxo-4,5-dihydro-2H-pyrazolo[4,3-b]pyridin-7-yl)-2-ethyl-5-methylpiperazine-1-carboxylate C(#N)CN1N=C2C(N(C(C=C2N2C[C@H](N(C[C@@H]2C)C(=O)OC(C)(C)C)CC)=O)C)=C1